ClC=1C(=NC(=NC1)O)O 5-chloro-2,4-dihydroxypyrimidine